C1(CC1)C1=NN=C2N1C1=C(C(=CC(=C1NC2(C)C)F)C2=C1C=CN(C1=CC=C2)S(=O)(=O)C)C 1-Cyclopropyl-6-fluoro-4,4,9-trimethyl-8-(1-methylsulfonyl-1H-indol-4-yl)-5H-[1,2,4]triazolo[4,3-a]quinoxaline